tert-Butyl 4-[6-(aminomethyl)-5-chloro-3-(methoxycarbonyl)pyridin-2-yl]piperazine-1-carboxylate NCC1=C(C=C(C(=N1)N1CCN(CC1)C(=O)OC(C)(C)C)C(=O)OC)Cl